tert-Butyl ((1R,4r)-4-((((1R,3R,5S)-3-(5-((1R,2S)-2-fluorocyclopropyl)isoxazole-3-carboxamido)-8-azabicyclo[3.2.1]octan-8-yl)sulfonyl)methyl)cyclohexyl)carbamate F[C@@H]1[C@H](C1)C1=CC(=NO1)C(=O)NC1C[C@H]2CC[C@@H](C1)N2S(=O)(=O)CC2CCC(CC2)NC(OC(C)(C)C)=O